C(\C=C\C(=O)O)(=O)O.FC1=CC=C2C=CN(C2=C1)CCN1CC(CC1)(O)C 1-[2-(6-Fluoroindol-1-yl)ethyl]-3-methyl-pyrrolidin-3-ol fumarate